1-(1-(1-(Butylsulfonyl)pyrrolidin-3-yl)-1,6-dihydroimidazo[4,5-d]pyrrolo[2,3-b]pyridin-2-yl)ethanol C(CCC)S(=O)(=O)N1CC(CC1)N1C(=NC=2C1=C1C(=NC2)NC=C1)C(C)O